N1N=CC2=CC(=CC=C12)NC1=NC(=NC(=C1)OC)C1=CC=C2C=C(NC2=C1)C(=O)NC1=CN=NC=C1 6-(4-((1H-indazol-5-yl)amino)-6-methoxy-pyrimidin-2-yl)-N-(pyridazin-4-yl)-1H-indole-2-carboxamide